C1(=CC=CC=C1)C=1N=CNC1N 4-Phenyl-1H-imidazol-5-amine